FC(S(=O)(=O)OC=1C2=CC=CC=C2C=2C=CC=CC2C1)(F)F 9-phenanthryl trifluoromethanesulfonate